C1(CC1)NC(CSC=1OC(=NN1)C1=NNC(C1)(C(F)(F)F)C1=CC(=CC(=C1)Cl)Cl)=O N-cyclopropyl-2-((5-(5-(3,5-dichlorophenyl)-5-(trifluoromethyl)-4,5-dihydro-1H-pyrazol-3-yl)-1,3,4-oxadiazol-2-yl)thio)acetamide